C(CCCCCCCCC)C1=CC=C(C=C1)C1=NOC(=N1)C[C@H]1CN(CCC1)C(=O)OC(C)(C)C tert-butyl (S)-3-((3-(4-decylphenyl)-1,2,4-oxadiazol-5-yl)methyl)piperidine-1-carboxylate